N-[2-(triethoxysilylpropyl-carbamoyl)ethyl]isobutyramide C(C)O[Si](OCC)(OCC)CCCNC(=O)CCNC(C(C)C)=O